2-isopropoxy-4-1-isopropyl-1H-pyrazole C(C)(C)ON1NC=C(C1)C(C)C